β-maleimidopropionic acid hydrazide C1(C=CC(N1CCC(=O)NN)=O)=O